2-((1-(6-(Trifluoromethyl)pyridin-3-yl)-1H-pyrrolo[2,3-b]pyridin-5-yl)methyl)-7-oxa-2-azaspiro[3.5]nonane FC(C1=CC=C(C=N1)N1C=CC=2C1=NC=C(C2)CN2CC1(C2)CCOCC1)(F)F